(1S,3R,4S)-2-((S)-2-bromo-9-hydroxy-9H-fluorene-9-carbonyl)-N-((S)-1-cyano-2-((R)-2-oxopiperidin-3-yl)ethyl)-5,5-difluoro-2-azabicyclo[2.2.2]octane-3-carboxamide BrC1=CC=2[C@@](C3=CC=CC=C3C2C=C1)(C(=O)N1[C@@H]2CC([C@H]([C@@H]1C(=O)N[C@@H](C[C@@H]1C(NCCC1)=O)C#N)CC2)(F)F)O